(E)-4,4'-(but-1-ene-1,3-diylbis(naphthalene-6,2-diyl))bisphenol C(=C\C(C)C=1C=C2C=CC(=CC2=CC1)C1=CC=C(C=C1)O)/C=1C=C2C=CC(=CC2=CC1)C1=CC=C(C=C1)O